di(2-hydroxyethyl)amino(trimethylol)methane OCCN(C(CO)(CO)CO)CCO